((5-(1-methyl-1H-pyrazol-5-yl)pyridin-2-yl)methyl)-5,6,7,8-tetrahydroquinolin-8-amine CN1N=CC=C1C=1C=CC(=NC1)CC1=NC=2C(CCCC2C=C1)N